4-(ethylsulfonyl)-2'-fluoro-N,N-diMethyl-[1,1'-biphenyl]-2-amine C(C)S(=O)(=O)C=1C=C(C(=CC1)C1=C(C=CC=C1)F)N(C)C